[Hg]=[Te].[Cd].[Hg] mercury-cadmium-mercury-telluride